BrC1=CC(=NC=N1)NC(=O)[C@@H]1[C@H](C1)C1=CC(=CC=C1)Cl (1S,2S)-N-(6-bromopyrimidin-4-yl)-2-(3-chlorophenyl)cyclopropane-1-carboxamide